N-(3''-fluoro-4''-((((3R,4R)-3-hydroxytetrahydro-2H-pyran-4-yl)amino)methyl)-5''-methoxy-2,2'-dimethyl-[1,1':3',1''-terphenyl]-3-yl)-1-methyl-6-oxo-1,6-dihydropyrimidine-5-carboxamide FC=1C=C(C=C(C1CN[C@H]1[C@H](COCC1)O)OC)C=1C(=C(C=CC1)C1=C(C(=CC=C1)NC(=O)C1=CN=CN(C1=O)C)C)C